C1(CC1)OC1CCC(CC1)N1C(C2=CC=CC=C2C1=O)=O ((1R,4R)-4-Cyclopropoxycyclohexyl)isoindoline-1,3-dione